O=C1CN(CCN1)C1=NC(=NC(=C1)NCN1S(C2=C(C1=O)C(=C(C=C2)[O-])[O-])(=O)=O)NC=2SC(=C(N2)C)C(=O)OCC 2-[[4-[3-oxo-1-piperazinyl]-6-[[(1,1-dioxido(dioxido)-3-oxo-1,2-benzisothiazol-2(3H)-yl)methyl]amino]-2-pyrimidinyl]amino]-4-methyl-5-thiazolecarboxylic acid, ethyl ester